ClC1=NC(=CC(=C1)[C@@H]1CN(C[C@@H](N1)CO)C(=O)OC(C)(C)C)C1=NC=NC(=C1)C(NC)=O |r| racemic-cis-tertbutyl 3-(2-chloro-6-(6-(methylcarbamoyl)pyrimidin-4-yl)pyridin-4-yl)-5-(hydroxymethyl)piperazine-1-carboxylate